C(C1=CC=CC=C1)OC(=O)N1C[C@H]2CC[C@@H](C1)C2NC (1R,5S,8S)-8-(methylamino)-3-azabicyclo[3.2.1]octane-3-carboxylic acid benzyl ester